C(CCCCCCC)OC(=O)C1CCC(CC1)C(=O)OCCCCCCCC dioctyl-cyclohexane-1,4-dicarboxylate